C1=CC=CC=2C3=CC=CC=C3C(C12)COC(N(C)CC=1OC(=NN1)C1=CC(=NC=C1CNC(C=C)=O)C1=CC=C(C=C1)F)=O (9H-fluoren-9-yl)methyl-((5-(5-(acrylamidomethyl)-2-(4-fluorophenyl)pyridin-4-yl)-1,3,4-oxadiazol-2-yl)methyl)(methyl)carbamate